O=C1NC(CCC1C1=NN(C2=C(C=CC=C12)N1CCC(CC1)CN1CCN(CCC1)C(=O)OC(C)(C)C)C)=O tert-butyl 4-((1-(3-(2,6-dioxopiperidin-3-yl)-1-methyl-1H-indazol-7-yl) piperidin-4-yl) methyl)-1,4-diazacycloheptane-1-carboxylate